tert-butyl-2-(5-(2-fluoro-4-methylphenyl)-1H-imidazol-2-yl)piperidine-1-carboxylate C(C)(C)(C)OC(=O)N1C(CCCC1)C=1NC(=CN1)C1=C(C=C(C=C1)C)F